N-[2-(2,6-dioxo-3-piperidyl)-1-oxo-isoindolin-4-yl]-2-methoxy-acetamide O=C1NC(CCC1N1C(C2=CC=CC(=C2C1)NC(COC)=O)=O)=O